COCC(=O)N1CCN(CC1)C1=CC(=NC=C1)NC=1N=C2N(C=C(C=C2)C2=CC=NC=C2)C1 2-methoxy-1-(4-(2-((6-(pyridin-4-yl)imidazo[1,2-a]pyridin-2-yl)amino)pyridin-4-yl)piperazin-1-yl)ethanone